CN1CC(C(CC1)N1N=CC=CC1=O)C 2-[[1,3-dimethyl]piperidin-4-yl]pyridazin-3-one